C(#C)C=1C=C(C(=NC1)C(=O)O)C 5-ethynyl-3-methylpicolinic acid